(±)-1-(4-(2-(trifluoromethyl)phenyl)piperidine-1-carbonyl)pyrrolidine-2-carboxylic acid FC(C1=C(C=CC=C1)C1CCN(CC1)C(=O)N1[C@H](CCC1)C(=O)O)(F)F |r|